(3R)-3-methyl-4-[4-(2-methylpyrazol-3-yl)-8-(1H-pyrazol-5-yl)-1,7-naphthyridin-2-yl]morpholine C[C@H]1N(CCOC1)C1=NC2=C(N=CC=C2C(=C1)C=1N(N=CC1)C)C1=CC=NN1